C(C)S(=O)(=O)CC1CN(C1)C=1C=CC(=C2C=C(N=CC12)NC1=NC(=NC=C1)N1C[C@H]([C@H](CC1)OC)F)C(C)C 8-{3-[(ethanesulfonyl)meth-yl]azetidin-1-yl}-N-{2-[(3R,4S)-3-fluoro-4-methoxypiperidin-1-yl]pyrimidin-4-yl}-5-(propan-2-yl)isoquinolin-3-amine